BrC1=NC=C(C(=C1)N1C(C(=C(C=C1C)OCC1=NC=C(C=C1Cl)F)Cl)=O)C 2'-bromo-3-chloro-4-[(3-chloro-5-fluoropyridin-2-yl)methoxy]-5',6-dimethyl-[1,4'-bipyridin]-2-one